FC=1C=C(C=C(C1)C(F)(F)F)NC(=O)C1=CSC=2CN(CCC21)CC=2C=NC(=CC2)NC N-(3-fluoro-5-(trifluoromethyl)phenyl)-6-((6-(methylamino)pyridin-3-yl)methyl)-4,5,6,7-tetrahydrothieno[2,3-c]pyridine-3-carboxamide